(4aS,7aS,12bS)-3-(cyclopropylmethyl)-4a-hydroxy-7-methylene-2,3,4,4a,5,6,7,7a-octahydro-1H-4,12-methanobenzofuro[3,2-e]isoquinolin-9-yl (Z)-docos-13-enoate C(CCCCCCCCCCC\C=C/CCCCCCCC)(=O)OC1=CC=C2C3=C1O[C@@H]1[C@]34CCN(C([C@@]4(CCC1=C)O)C2)CC2CC2